(4-methyl-1,1-dioxo-thian-4-yl)-6-[3-(2,2,2-trifluoroethoxy)pyrazin-2-yl]oxy-[1,2,4]triazolo[1,5-a]pyridine-2-carboxamide CC1(CCS(CC1)(=O)=O)C1=C(C=CC=2N1N=C(N2)C(=O)N)OC2=NC=CN=C2OCC(F)(F)F